7-(3-(1-(2-fluorophenyl)-1H-pyrazol-4-yl)-7,8-dihydro-1,6-naphthyridin-6(5H)-yl)-2,8,9-trimethyl-4H-pyrimido[1,2-b]pyridazin-4-one FC1=C(C=CC=C1)N1N=CC(=C1)C=1C=NC=2CCN(CC2C1)C=1C(=C(C=2N(N1)C(C=C(N2)C)=O)C)C